(S)-2-amino-N,N-dimethyl-2-(tetrahydro-2H-pyran-4-yl)acetamide N[C@H](C(=O)N(C)C)C1CCOCC1